BrC1=C2C(=NC(=C1)Cl)N(C(N2C)=O)C=2C=NN(C2)C(F)F 7-bromo-5-chloro-3-(1-(difluoromethyl)-1H-pyrazol-4-yl)-1-methyl-1,3-dihydro-2H-imidazo[4,5-b]pyridin-2-one